O1C=C(C2=C1C=CC=C2)CC(NS(=O)(=O)CC2=NC=CN=C2)B(O)O 2-(benzofuran-3-yl)-1-((pyrazin-2-yl)methylsulfonylamino)ethylboronic acid